1,3,5-tris(3,5-di-tert-butyl-4-hydroxyphenylpropionyl)-1,3,5-triazine C(C)(C)(C)C=1C=C(C=C(C1O)C(C)(C)C)CCC(=O)N1CN(CN(C1)C(CCC1=CC(=C(C(=C1)C(C)(C)C)O)C(C)(C)C)=O)C(CCC1=CC(=C(C(=C1)C(C)(C)C)O)C(C)(C)C)=O